BrC=1C(C(=CN2C1N=C(C=C2)C2CC2)C2=CC1=C3N(N=C1C=C2)CC2(NC3=O)CC2)=O 9'-(9-bromo-2-cyclopropyl-8-oxo-8H-pyrido[1,2-a]pyrimidin-7-yl)-4'H-spiro[cyclopropane-1,3'-pyrazino[1,2-b]indazol]-1'(2'H)-one